C(CCC)N.S(C1=C(C=CC(=C1)C(C)(C)CC(C)(C)C)O)C1=C(C=CC(=C1)C(C)(C)CC(C)(C)C)O.[Ni] nickel [2,2'-thiobis(4-t-octylphenol)] n-butylamine salt